C(C)(C)(C)C=1SC=C(N1)C1CN(C1)C(=O)N1CC2(C1)CC(C2)N2N=C(N=C2)C2CC2 [3-(2-tert-butylthiazol-4-yl)azetidin-1-yl]-[6-(3-cyclopropyl-1,2,4-triazol-1-yl)-2-azaspiro[3.3]heptan-2-yl]methanone